CC=1N=C(SC1)C1=NC(=CC(=N1)OC1CN(C1)C(=O)OC)NC1CCC(CC1)C(F)(F)F methyl 3-((2-(4-methylthiazol-2-yl)-6-((4-(trifluoro methyl) cyclohexyl)amino) pyrimidin-4-yl)oxy)azetidine-1-carboxylate